ClC1=NN2C(N=CC3=C2[C@@](CN3C(=O)NC=3C=NC(=C(C3)Cl)C3(CCC3)O)(C(F)(F)F)C)=C1 (R)-2-chloro-N-(5-chloro-6-(1-hydroxycyclobutyl)pyridin-3-yl)-8-methyl-8-(trifluoromethyl)-7,8-dihydro-6H-pyrazolo[1,5-a]pyrrolo[2,3-e]pyrimidine-6-carboxamide